2,18-dioxa-4,7,10,13,16-pentaazaicosane COCNCCNCCNCCNCCNCOCC